3-(5-{[(5-Chlorothiophen-2-yl)methyl]amino}-1-(thiophen-3-carbonyl)-1H-pyrazol-3-yl)-3-methylpyrrolidin-2-on ClC1=CC=C(S1)CNC1=CC(=NN1C(=O)C1=CSC=C1)C1(C(NCC1)=O)C